BrC1=CC=CC=2N(C(NC21)=O)C2C(CN(CC2)C(=O)NC2=CC(=C(C=C2)Cl)Cl)C 4-(4-bromo-2-oxo-2,3-dihydro-1H-benzo[d]imidazol-1-yl)-N-(3,4-dichlorophenyl)-3-methylpiperidine-1-carboxamide